FC=1C=C(C=CC1)CC1NC(C2=CC=C(C=C2C1)C(=O)O)=O (3-fluorophenyl)methyl-1-oxo-3,4-dihydroisoquinoline-6-carboxylic acid